3-(N-(1-isopropylpyrrolidin-3-yl)-N-methylsulfamoyl)-1-(1,2,3,5,6,7-hexahydro-s-indacen-4-yl)urea, potassium salt [K].C(C)(C)N1CC(CC1)N(S(=O)(=O)NC(NC1=C2CCCC2=CC=2CCCC12)=O)C